C[C@@H]1CN(CCC1)CC1=CC2=C(C(NC2)=O)N1 2-{[(3S)-3-methylpiperidin-1-yl]methyl}-1H,4H,5H,6H-pyrrolo[2,3-c]pyrrol-6-one